hept-5-en-1-yl benzoate C(C1=CC=CC=C1)(=O)OCCCCC=CC